8-bromo-2-phenylquinoxaline BrC=1C=CC=C2N=CC(=NC12)C1=CC=CC=C1